[N+](=O)([O-])C=1C=NC=CC1N1CCN(CC1)C(=O)OC(C)(C)C tert-butyl 4-(3-nitropyridin-4-yl)piperazine-1-carboxylate